C(#N)C1=CC=C(C=C1)C1(CCN(CC1)C(=O)C=1C(=CC(=C(C1)NC(=O)NC1COCCC1)C)C)F (5-(4-(4-cyanophenyl)-4-fluoropiperidine-1-carbonyl)-2,4-dimethylphenyl)-3-(tetrahydro-2H-pyran-3-yl)urea